O(C1=CC=CC=C1)CCN(CCC(C=CC=C)=C)CCOC1=CC=CC=C1 1-di-(phenoxyethyl)amino-3-methylenehepta-4,6-diene